6-((2S,5R)-4-(Bis(4-fluorophenyl)methyl)-2,5-dimethylpiperazin-1-yl)-9-(((S)-tetrahydrofuran-2-yl)methyl)-3,9-dihydro-2H-purin-2-one FC1=CC=C(C=C1)C(N1C[C@@H](N(C[C@H]1C)C=1C=2N=CN(C2NC(N1)=O)C[C@H]1OCCC1)C)C1=CC=C(C=C1)F